CC1(NC(CC(C1)OCCOC1CC(NC(C1)(C)C)(C)C)(C)C)C 1,2-bis(2,2,6,6-tetramethyl-4-piperidyloxy)-ethane